OC(CCOCP([O-])([O-])=O)C 3-hydroxybutoxymethylphosphonate